1-bromo-2-nitrobenzene-3,4,5,6-d4 BrC1=C(C(=C(C(=C1[2H])[2H])[2H])[2H])[N+](=O)[O-]